NC=1C(=C(C(=CC1)F)C=1C=CC=2N(C1)C=NC2C(=O)O)F 6-(3-amino-2,6-difluorophenyl)imidazo[1,5-a]pyridine-1-carboxylic acid